2-{[4-[4-[(4-cyano-2-fluoro-phenyl)methoxy]pyrimidin-2-yl]-2-fluoro-phenyl]methyl}-3-(2-methoxyethyl)benzimidazole-5-carboxylic acid C(#N)C1=CC(=C(C=C1)COC1=NC(=NC=C1)C1=CC(=C(C=C1)CC=1N(C2=C(N1)C=CC(=C2)C(=O)O)CCOC)F)F